S1C=NC2=C1C=C(C=C2)C2=CC(=NN2C2=NC(=CC=C2)C)CC(=O)NC2=C(C=C(C=C2)OC)F 5-(Benzo[d]thiazol-6-yl)-N-(2-fluoro-4-methoxyphenyl)-1-(6-methylpyridin-2-yl)-1H-pyrazol-3-carboxyamid